tert-Butyl N-[2-(isobutylamino)ethyl]carbamate C(C(C)C)NCCNC(OC(C)(C)C)=O